(S)-2-methyl-3-(2-(trifluoromethyl)pyrimidin-5-yl)propan-1-ol C[C@H](CO)CC=1C=NC(=NC1)C(F)(F)F